3-Methoxycarbonyl-2,2,5,5-tetra-methylpyrrolidine COC(=O)C1C(NC(C1)(C)C)(C)C